NCCSCCNC(C1=C(C=C(C=C1)NC=1C=2N(C=CN1)C(=CN2)C2=CC=C(C=C2)OC(F)F)C)=O N-(2-((2-aminoethyl)thio)ethyl)-4-((3-(4-(difluoromethoxy)phenyl)imidazo[1,2-a]pyrazin-8-yl)amino)-2-methylbenzamide